(S)-3-(2-(chloromethyl)-3-(oxetan-2-ylmethyl)-3H-imidazo[4,5-b]Pyridine-6-yl)-5-(trifluoromethyl)-1,2,4-oxadiazole ClCC1=NC=2C(=NC=C(C2)C2=NOC(=N2)C(F)(F)F)N1C[C@H]1OCC1